C[C@H]1[C@H]([C@H]([C@@H]([C@@H](O1)O[C@@H]2[C@H]([C@@H](O[C@@H]([C@H]2O)CO)OC[C@@H]3[C@@H]([C@@H]([C@H]([C@H](O3)O)NC(=O)C)O)O)NC(=O)C)O)O)O The molecule is an amino trisaccharide consisting of alpha-L-fucopyranose, 2-acetamido-2-deoxy-beta-D-glucopyranose and 2-acetamido-2-deoxy-alpha-D-galactopyranose residues joined in sequence by (1->3) and (1->6) glycosidic bonds. It is a member of acetamides, an amino trisaccharide and a glucosamine oligosaccharide.